N4-[(1R)-1,2,2-trimethylpropyl]quinoline-3,4-diamine C[C@H](C(C)(C)C)NC1=C(C=NC2=CC=CC=C12)N